7-fluoro-1H,2H,3H-cyclopenta[b]quinoline-9-amine hydrochloride Cl.FC1=CC=2C(=C3C(=NC2C=C1)CCC3)N